bis[(2-fluorophenyl) methyl] sulfide FC1=C(C=CC=C1)CSCC1=C(C=CC=C1)F